O(C(=O)CCCCCCCCC)C(CCCCCCC)=O caprylyl caprate